C(C)OCOC1=C(C(=CC(=C1)C(F)(F)F)C)C1=CC=C(N=N1)CNCC1N(CCC1)C 1-(6-(2-(Ethoxymethoxy)-6-methyl-4-(trifluoromethyl)phenyl)pyridazin-3-yl)-N-((1-methylpyrrolidin-2-yl)methyl)methanamine